platinum-rhodium alloyl-platinum C(C=C)(=O)[Pt].[Rh].[Pt]